1-[4-bromo-6-(trifluoromethyl)-3-pyridyl]-3-[(1S)-1-(2-pyrimidin-2-yl-1,2,4-triazol-3-yl)ethyl]urea BrC1=C(C=NC(=C1)C(F)(F)F)NC(=O)N[C@@H](C)C=1N(N=CN1)C1=NC=CC=N1